COC(=O)[C@]1(N(C[C@H](C1)O[Si](C)(C)C(C)(C)C)C(=O)OC(C)(C)C)CC(=C)CCl (2S,4S)-4-((tert-Butyldimethylsilyl)oxy)-2-(2-(chloromethyl)allyl)-pyrrolidine-1,2-dicarboxylic acid 1-(tert-butyl) 2-methyl ester